C(C1=CC=CC=C1)C=1SC(=C(N1)C)C(=O)O 2-benzyl-4-methylthiazole-5-carboxylic acid